2-(3,4-dimethoxy-phenyl)-N-(4-propan-2-ylphenyl)imidazo[1,2-a]pyrazin-3-amine COC=1C=C(C=CC1OC)C=1N=C2N(C=CN=C2)C1NC1=CC=C(C=C1)C(C)C